C(C)C1=C(C=CC=C1)N1CCCN(S1(=O)=O)CC(=O)NC1C2CC3(CC(CC1C3)C2)C(=O)N 4-(2-(6-(2-ethylphenyl)-1,1-dioxido-1,2,6-thiadiazinan-2-yl)acetamido)adamantane-1-carboxamide